ClC=1C=NC(=NC1)N1CCN(CC1)C(CCOCC1=NNC(C2=CC=CC=C12)=O)=O 4-((3-(4-(5-chloropyrimidin-2-yl)piperazin-1-yl)-3-oxopropoxy)methyl)phthalazin-1(2H)-one